2-(4-(bromomethyl)phenyl)-1-(1-fluoropropan-2-yl)-4-(trifluoromethyl)-1H-imidazole BrCC1=CC=C(C=C1)C=1N(C=C(N1)C(F)(F)F)C(CF)C